3-Chloro-2-fluoro-4,6-dihydroxybenzoic acid ClC=1C(=C(C(=O)O)C(=CC1O)O)F